(3aS,4R,6aS)-1-benzyl-4-methyloctahydropyrrolo[3,4-b]pyrrole C(C1=CC=CC=C1)N1[C@H]2[C@@H](CC1)[C@H](NC2)C